N2-cyclopentyl-N2,5-dimethyl-1H-indole-2,3-dicarboxamide C1(CCCC1)N(C(=O)C=1NC2=CC=C(C=C2C1C(=O)N)C)C